ClC1=CC(=C(COC2=NC=C(C(=N2)C2=CC(=C(C=3CCOC32)CC3=NC2=C(N3C[C@H]3OCC3)C=C(C=C2OC)C(=O)O)F)F)C=C1)F (S)-2-((7-(2-((4-chloro-2-fluorobenzyl)oxy)-5-fluoropyrimidin-4-yl)-5-fluoro-2,3-dihydrobenzofuran-4-yl)methyl)-4-methoxy-1-(oxetane-2-ylmethyl)-1H-benzo[d]imidazole-6-carboxylic acid